[(3S)-3-methylpyrrolidin-3-yl]-4-[3-[2-(cyclopropoxy)-3-pyridyl]pyrazolo[1,5-a]pyrimidin-5-yl]piperazine-1-carboxylate C[C@]1(CNCC1)OC(=O)N1CCN(CC1)C1=NC=2N(C=C1)N=CC2C=2C(=NC=CC2)OC2CC2